C(C)SC1=NC(=C2N=CNC2=N1)NC(OC(C)(C)C)=O tert-Butyl (2-(ethylthio)-9H-purin-6-yl)carbamate